4-(2-chloro-4-fluorobenzyl)-N-hydroxy-3-oxo-3,4-dihydro-2H-benzo[b][1,4]oxazine-6-carboxamide ClC1=C(CN2C3=C(OCC2=O)C=CC(=C3)C(=O)NO)C=CC(=C1)F